C(C1=CC=CC=C1)C1C(CN(CC1)C(=O)C=1C=C2CCN(CC2=CC1)C(=O)C1=C2C=CN=CC2=CC=C1)(F)F 5-[6-(4-benzyl-3,3-difluoropiperidine-1-carbonyl)-1,2,3,4-tetrahydroisoquinoline-2-carbonyl]isoquinoline